2-[4-[3-(2,6-dioxo-3-piperidyl)-1-methyl-2-oxo-imidazo[4,5-c]pyridin-6-yl]phenyl]acetic acid O=C1NC(CCC1N1C(N(C2=C1C=NC(=C2)C2=CC=C(C=C2)CC(=O)O)C)=O)=O